methyl 2-(6-hydroxy-1-oxospiro[3H-isoquinoline-4,1'-cyclopropane]-2-yl)acetate OC=1C=C2C(=CC1)C(N(CC21CC1)CC(=O)OC)=O